2-(4-nitro-phenyl)-3H-benzimidazole-5-carboxylic acid methyl ester COC(=O)C1=CC2=C(N=C(N2)C2=CC=C(C=C2)[N+](=O)[O-])C=C1